C1(CC1)N1[C@@H](CN(CC1)C1CCN(CC1)C1=C(C=C(C(=C1)OC)NC1=NC=NC(=C1)N1OCC[C@@H]1C1=C(C=CC=C1F)F)NC(C=C)=O)C N-(2-(4-((R)-4-cyclopropyl-3-methylpiperazine-1-yl)piperidine-1-yl)-5-((6-((R)-3-(2,6-difluorophenyl)-isoxazolidine-2-yl)pyrimidine-4-yl)amino)-4-methoxyphenyl)acrylamide